C(N)(=O)C1=C(N(N=C1C1=CC=C(C=C1)CC(=O)NC1=C(C(=NO1)CC(C)(C)C)F)C(C)C)NC(OC(C)(C)C)=O tert-Butyl N-[4-carbamoyl-5-[4-[2-[[3-(2,2-dimethylpropyl)-4-fluoro-isoxazol-5-yl]amino]-2-oxo-ethyl]phenyl]-2-isopropyl-pyrazol-3-yl]carbamate